NC=1N(C2=CC(=CC=C2C1)C#N)CC1COC1 2-amino-1-((oxetan-3-yl)methyl)-1H-indole-6-carbonitrile